OC1=C(N(S(C2=C1C=CC=C2)(=O)=O)C)C=O 4-hydroxy-2-methyl-2H-1,2-benzothiazine-3-carbaldehyde-1,1-dioxide